ClC=1C=CC(=C(C1)C1C(C(NC1CC(C)(C)C)C(=O)O)C1=C(C(=CC=C1)Cl)Cl)F 4-(5-chloro-2-fluorophenyl)-3-(2,3-dichlorophenyl)-5-neopentylpyrrolidine-2-carboxylic acid